(2s,5r)-1-(bis(4-fluorophenyl)methyl)-2,5-dimethylpiperazine FC1=CC=C(C=C1)C(N1[C@H](CN[C@@H](C1)C)C)C1=CC=C(C=C1)F